COC=1C=C(C=C(C1)OC)NC1=CC=C2N=CC(=NC2=C1)C=1C=CC(=NC1)N1CCN(CC1)C(=O)C1(CN(C1)C(C=C)=O)F 1-(3-(4-(5-(7-((3,5-dimethoxyphenyl)amino)-quinoxalin-2-yl)pyridin-2-yl)piperazine-1-carbonyl)-3-fluoroazetidin-1-yl)-prop-2-en-1-one